5-((4-(((9H-fluoren-9-yl)methoxy)carbonyl)piperazin-1-yl)methyl)isoindoline-2-carboxylic acid tert-butyl ester C(C)(C)(C)OC(=O)N1CC2=CC=C(C=C2C1)CN1CCN(CC1)C(=O)OCC1C2=CC=CC=C2C=2C=CC=CC12